4-(2-methoxypropan-2-yl)-3-methylcyclohex-1-ene COC(C)(C)C1C(C=CCC1)C